4-bromo-5-fluoro-2-(methanesulfonyl)aniline palladium(II) [Pd+2].BrC1=CC(=C(N)C=C1F)S(=O)(=O)C